1-ethyl-3-(3-dimethylaminopropyl)carbodiimide HCl Cl.C(C)N=C=NCCCN(C)C